FC=1C=C2C(=CN=CC2=C(C1)N1CCN(CC1)C(=O)OC(C)(C)C)N1C(N(C(CC1)=O)CC1=CC=C(C=C1)OC)=O 1-Tert-butyl 4-[6-fluoro-4-[3-[(4-methoxyphenyl)methyl]-2,4-dioxo-hexahydropyrimidin-1-yl]-8-isoquinolyl]piperazine-1-carboxylate